2-Methyl-5-[(E)-prop-1-enyl]benzene-1,3-diol CC1=C(C=C(C=C1O)\C=C\C)O